N-(6-(6-(2-(dimethylamino)ethoxy)pyridin-3-yl)-1H-pyrazolo[3,4-d]pyrimidin-4-yl)-5-nitrothiophene-2-carboxamide CN(CCOC1=CC=C(C=N1)C1=NC(=C2C(=N1)NN=C2)NC(=O)C=2SC(=CC2)[N+](=O)[O-])C